(1R,4R)-9-bromo-4-hydroxy-1-methyl-1,2,3,4-tetrahydrobenzo[4,5]imidazo[1,2-a]pyridine-7-carboxylic acid BrC1=CC(=CC=2N=C3N([C@@H](CC[C@H]3O)C)C21)C(=O)O